C(#N)C=1C(=NC(=CC1C(F)(F)F)C)N1[C@@H]([C@@H](CC1)O)C(=O)N(C=1C=C(C=CC1)C)CCCN(C)C (2S,3R)-1-(3-cyano-6-methyl-4-(trifluoromethyl)pyridin-2-yl)-N-(3-(dimethylamino)propyl)-3-hydroxy-N-(m-tolyl)pyrrolidine-2-carboxamide